BrC=1C=C(OCC=2C=NC=NC2)C=CC1F 5-[(3-bromo-4-fluoro-phenoxy)methyl]pyrimidine